C(=O)O.S1C=NC(=C1)NS(=O)(=O)C1=CC=CC=C1 N-(thiazol-4-yl)benzenesulfonamide formate